ClCC(=O)[O-] Monochloroacetat